N-(5-Bromo-2-(2-(isopropylamino)ethoxy)pyridin-3-yl)-2-methylpropane-2-sulfonamide BrC=1C=C(C(=NC1)OCCNC(C)C)NS(=O)(=O)C(C)(C)C